tert-butyl (S)-3-((4-(N-(tert-butoxycarbonyl)-N-(thiazol-4-yl)sulfamoyl)-2-chloro-3-fluorophenyl)amino)pyrrolidine-1-carboxylate C(C)(C)(C)OC(=O)N(S(=O)(=O)C1=C(C(=C(C=C1)N[C@@H]1CN(CC1)C(=O)OC(C)(C)C)Cl)F)C=1N=CSC1